OOP(=O)(O)CC(=O)O 2-hydroxyphosphonoacetic acid